3-(2-N-Boc-aminoethoxy)propanoic acid CC(C)(C)OC(=O)NCCOCCC(=O)O